O=C1N(C(C2=CC=CC=C12)=O)CCOCCOCCOCCOCCOC1CCN(CC1)C(=O)OC(C)(C)C tert-butyl 4-[2-[2-[2-[2-[2-(1,3-dioxoisoindolin-2-yl)ethoxy]ethoxy] ethoxy]ethoxy]ethoxy]piperidine-1-carboxylate